C(C)(=O)NCC1CCN(CC1)CC1=CC(=NC(=C1)C1=CC(=CC(=C1)Cl)Cl)OC=1C=CC(=NC1)N1CCN(CC1)CCS(=O)(=O)O 2-(4-(5-((4-((4-(acetamidomethyl)piperidin-1-yl)methyl)-6-(3,5-dichlorophenyl)pyridin-2-yl)oxy)pyridin-2-yl)piperazin-1-yl)ethanesulfonic acid